alpha-p-toluenesulfonyl-lysine CC1=CC=C(C=C1)S(=O)(=O)[C@](N)(CCCCN)C(=O)O